8-(2-chloro-5-fluoropyrimidin-4-yl)-5-oxa-8-azaspiro[3.5]nonane ClC1=NC=C(C(=N1)N1CCOC2(CCC2)C1)F